FC1=C(C(=CC(=C1)OC)F)[C@H]1[C@@H](C(NC1)=O)NC(=O)NC1=CC=C(C=C1)OC |o1:10,11| (-)-1-[(3S*,4R*)-4-(2,6-difluoro-4-methoxy-phenyl)-2-oxo-pyrrolidin-3-yl]-3-(4-methoxy-phenyl)urea